C(C1=CC=CC=C1)OC(=O)NCCCOC1=C(COCC2CN(C2)C(=O)OC(C)(C)C)C=CC=C1 tert-Butyl 3-(((2-(3-(((benzyloxy)carbonyl)amino)propoxy)benzyl)oxy)methyl)azetidine-1-carboxylate